5-chloro-N-((1r,4r)-4-((3-(5-fluoro-6-(methylamino)pyridin-3-yl)-2-oxo-2,3-dihydro-1H-benzo[d]imidazol-1-yl)methyl)cyclohexyl)-2-methylnicotinamide ClC=1C=NC(=C(C(=O)NC2CCC(CC2)CN2C(N(C3=C2C=CC=C3)C=3C=NC(=C(C3)F)NC)=O)C1)C